5-[3-({(1S)-1-[(1r,4S)-4-aminocyclohexyl]ethyl}amino)-4-bromophenyl]-1,3,4-oxadiazol-2(3H)-one NC1CCC(CC1)[C@H](C)NC=1C=C(C=CC1Br)C1=NNC(O1)=O